1-(4-(5-bromo-4-fluoro-1,1-dioxidobenzo[d]isothiazol-2(3H)-yl)piperidin-1-yl)ethan-1-one BrC=1C=CC2=C(CN(S2(=O)=O)C2CCN(CC2)C(C)=O)C1F